C1(C=CC(N1CCCC(=O)ON1C(C(CC1=O)S(=O)(=O)O)=O)=O)=O N-[gamma-maleimidobutyryloxy]sulfosuccinimide